7-fluoro-N-((1s,3r)-3-(4-(2-fluorophenyl)-5-(pyridin-2-yl)-4H-1,2,4-triazol-3-yl)cyclobutyl)-1,5-naphthyridine-4-carboxamide FC1=CN=C2C(=CC=NC2=C1)C(=O)NC1CC(C1)C1=NN=C(N1C1=C(C=CC=C1)F)C1=NC=CC=C1